C[C@H]1N(CCOC1)C1=CC(=NC=2N1C=NC2C2=CC=NN2)C2=CC=NN2C (R)-3-methyl-4-(2-(1-methyl-1H-pyrazol-5-yl)-8-(1H-pyrazol-5-yl)imidazo[1,5-a]pyrimidin-4-yl)morpholin